N1(CCC1)C(CN1C(N(C2=NC=C(C=C21)C=2SC(=CC2)C2CC2)C)=O)=O 1-[2-(azetidin-1-yl)-2-oxo-ethyl]-6-(5-cyclopropyl-2-thienyl)-3-methyl-imidazo[4,5-b]pyridin-2-one